tert-Butyl N-[(3R)-1-(6-fluoropyridazin-3-yl)pyrrolidin-3-yl]carbamate FC1=CC=C(N=N1)N1C[C@@H](CC1)NC(OC(C)(C)C)=O